3-[(1R)-1-(4,4-diethyl-2-imino-5-methyl-6-oxo-hexahydropyrimidin-1-yl)-3-methoxy-propyl]-N-[(1R,2R)-2-hydroxyindan-1-yl]benzamide C(C)C1(NC(N(C(C1C)=O)[C@H](CCOC)C=1C=C(C(=O)N[C@H]2[C@@H](CC3=CC=CC=C23)O)C=CC1)=N)CC